BrCC(C(=O)[O-])=O 3-bromo-2-oxopropanoate